ClC1=CC=C(COC=2C=C(C=CC2NS(=O)(=O)CC(F)(F)F)C2=NNC(=C2C(=O)N)NC2=NC=CC=C2)C=C1 3-(3-((4-chlorobenzyl)oxy)-4-((2,2,2-trifluoroethyl)sulfonamido)phenyl)-5-(pyridin-2-ylamino)-1H-pyrazole-4-carboxamide